FC1=CC=C(C=C1)N1CCN(CC1)C(=O)C=1C=C2C(=NNC2=CC1)C=1NC=C(N1)C1=CC=CC=C1 (4-(4-fluorophenyl)piperazin-1-yl)(3-(4-phenyl-1H-imidazol-2-yl)-1H-indazol-5-yl)methanone